2-(3-chloro-5-(methoxymethoxy)-2-((1S,2R)-2-methylcyclopropyl)phenyl)-4,4,5,5-tetramethyl-1,3,2-dioxaborolane ClC=1C(=C(C=C(C1)OCOC)B1OC(C(O1)(C)C)(C)C)[C@@H]1[C@@H](C1)C